C(C)(C)(C)C=1C=C(C2=C(N=[13C](O2)C2=CC=CC=C2)C1)Cl 5-(tert-butyl)-7-chloro-2-phenylbenzoxazole-13C